ClC1=CC=C(C(=N1)C(=O)N)O[C@H](C)C=1C=C(C=C2C(C(=C(OC12)C1=CN=C(S1)C)C)=O)C 6-Chloro-3-[(1R)-1-[3,6-dimethyl-2-(2-methylthiazol-5-yl)-4-oxo-chromen-8-yl]ethoxy]pyridine-2-carboxamide